tert-butyl 1-(dichloro-1,2,4-triazin-5-yl)-8'-azaspiro[azetidine-3,3'-bicyclo[3.2.1]octane]-8'-carboxylate ClC1=C(N=C(N=N1)Cl)N1CC2(CC3CCC(C2)N3C(=O)OC(C)(C)C)C1